2,6-diisopropylphenyl (R)-4-(dimethylamino)-2-fluorobutyrate hydrochloride Cl.CN(CC[C@H](C(=O)OC1=C(C=CC=C1C(C)C)C(C)C)F)C